OC=1C=C(C=C(C1O)O)CCC1=C(C=C(C=C1)OC)OC 3,4,5-trihydroxy-2',4'-dimethoxybibenzyl